tert-butyldiphenyl-((3-(4,4,5,5-tetramethyl-1,3,2-dioxaborolan-2-yl)cyclopent-3-en-1-yl)oxy)silane C(C)(C)(C)[Si](OC1CC(=CC1)B1OC(C(O1)(C)C)(C)C)(C1=CC=CC=C1)C1=CC=CC=C1